C(C)N1C(C2=C3C(C(=CC=C13)S(=O)(=O)NCCS(=O)(=O)C)=CC=C2)=O Ethyl-N-(2-(methylsulfonyl)ethyl)-2-oxo-1,2-dihydrobenzo[cd]indole-6-sulfonamide